N-(4-amino-5-ethoxypyridin-2-yl)acetamide hydrochloride Cl.NC1=CC(=NC=C1OCC)NC(C)=O